[4-(glycyl-prolylamino) benzyl]-3,7-bis(dimethylamino)-10H-phenothiazine-10-carboxylate NCC(=O)N1[C@@H](CCC1)C(=O)NC1=CC=C(COC(=O)N2C3=CC=C(C=C3SC=3C=C(C=CC23)N(C)C)N(C)C)C=C1